FCC1(CC1)N1C(C(NC=C1)=O)=O 1-(1-(fluoromethyl)cyclopropyl)-1,4-dihydropyrazine-2,3-dione